C(C)(C)(C)OC(=O)N(C(C)C1=C(C=CC(=C1)F)NC1=C(C(=O)OC)C=C(C=C1)C(F)(F)F)CCC1=NC(=CC=C1[N+](=O)[O-])OC methyl 2-((2-(1-((tert-butoxy-carbonyl)(2-(6-methoxy-3-nitropyridin-2-yl)ethyl)amino)ethyl)-4-fluorophenyl)amino)-5-(trifluoromethyl)benzoate